lauryl-sulfuric acid C(CCCCCCCCCCC)OS(O)(=O)=O